C(C)S(=O)(=O)C=1C=C(C=NC1C=1N=C2N(C=CC(=C2)C(C(F)(F)F)(F)F)C1)C(C#N)(C)C 2-[5-ethylsulfonyl-6-[7-(1,1,2,2,2-pentafluoroethyl)imidazo[1,2-a]pyridin-2-yl]-3-pyridyl]-2-methyl-propanenitrile